OC(C=1C=C(C=CC1)NC(=O)C1=CC(=NN1C=1C=C(CNC(OC(C)(C)C)=O)C=CC1)C(F)(F)F)C1=CC=CC=C1 tert-butyl 3-(5-(3-(hydroxy(phenyl)methyl)phenylcarbamoyl)-3-(trifluoromethyl)-1H-pyrazol-1-yl)benzylcarbamate